ClC1=NN(C=C1C(=O)N[C@H]1C[C@H](CCC1)NC1=CC(=NC2=CC=C(C=C12)Cl)C(F)(F)F)S(=O)(=O)C 3-chloro-N-[(1R,3S)-3-{[6-chloro-2-(trifluoromethyl)quinolin-4-yl]amino}cyclohexyl]-1-methanesulfonyl-1H-pyrazole-4-carboxamide